N1C=2C(CCC1)C=NC2 tetrahydro-1H-pyrrolo[3,4-b]pyridine